OC=1C2=CC=CC=C2C=2C=CC=CC2C1OC 9-hydroxy-10-methoxyphenanthrene